N[C@H]1CS(C2=C(N(C1=O)CC1=CC=C(C=C1)Cl)C=C(C(=C2)N)C=2OC(=NN2)C(C)(C)C)(=O)=O (3R)-3,8-diamino-7-(5-tert-butyl-1,3,4-oxadiazol-2-yl)-5-[(4-chlorophenyl)methyl]-1,1-dioxo-2,3-dihydro-1λ6,5-benzothiazepin-4-one